6-(2-(m-Tolyl)pyridin-3-yl)quinoxaline C1(=CC(=CC=C1)C1=NC=CC=C1C=1C=C2N=CC=NC2=CC1)C